[SiH4].[Ta] tantalum silane